3-((5-(8-fluoroimidazo[1,2-a]pyridin-6-yl)-4-methoxy-7H-pyrrolo[2,3-d]pyrimidin-2-yl)amino)-1-methylcyclobutan-1-ol FC=1C=2N(C=C(C1)C1=CNC=3N=C(N=C(C31)OC)NC3CC(C3)(O)C)C=CN2